2-bromo-4-chloro-1,3-thiazole-5-carboxylic acid BrC=1SC(=C(N1)Cl)C(=O)O